(2R,3R,11bR)-3-(2,2-dimethylpropyl)-10-methoxy-9-[(3R)-oxolan-3-yloxy]-1H,2H,3H,4H,6H,7H,11bH-pyrido[2,1-a]isoquinolin-2-ol CC(C[C@H]1[C@@H](C[C@H]2N(CCC3=CC(=C(C=C23)OC)O[C@H]2COCC2)C1)O)(C)C